(S)-3-fluoro-5-(((1-hydroxy-2-methyl-3-(octadecyloxy)propan-2-yl)oxy)methyl)benzonitrile FC=1C=C(C#N)C=C(C1)CO[C@@](CO)(COCCCCCCCCCCCCCCCCCC)C